C(C1=CC=CC=C1)OC1=NC(=CC=C1C=1C=C(C=CC1)NC1CCC(CC1)CNC(OC(C)(C)C)=O)OCC1=CC=CC=C1 tert-butyl (((1r,4r)-4-((3-(2,6-bis(benzyloxy)pyridin-3-yl)phenyl)amino)cyclohexyl)methyl)carbamate